C(CCC)OC=1N=C(C2=C(N1)C(=CN2)CC2=CC=C1CCN(CC1=C2)CC)N 2-butoxy-7-((2-ethyl-1,2,3,4-tetrahydroisoquinolin-7-yl)methyl)-5H-pyrrolo[3,2-d]pyrimidin-4-amine